8-(4-aminophenyl)-5-fluoro-9-(1-methyl-1H-1,2,4-triazol-5-yl)-8,9-dihydro-2H-pyrido[4,3,2-de]phthalazin-3(7H)-one NC1=CC=C(C=C1)C1C(C2=NNC(C=3C=C(C=C(C23)N1)F)=O)C1=NC=NN1C